FC=1C=2N(C=C(C1)C1=CNC=3N=C(N=CC31)NCC3(CC3)C(F)(F)F)C=C(N2)C 5-(8-fluoro-2-methylimidazo[1,2-a]pyridin-6-yl)-N-((1-(trifluoromethyl)cyclopropyl)methyl)-7H-pyrrolo[2,3-d]pyrimidin-2-amine